(S)-5-chloro-4-((3-(2,3-dihydrobenzo[b][1,4]dioxin-6-yl)-2-methylbenzyl)oxy)-2-(3-hydroxy-2-methylpropoxy)benzaldehyde ClC=1C(=CC(=C(C=O)C1)OC[C@H](CO)C)OCC1=C(C(=CC=C1)C1=CC2=C(OCCO2)C=C1)C